FC=1C=C(NC2=CC3=C(C(=N2)C(=O)NC2(CCCC2)C)OCO3)C=C(C1)F 6-(3,5-difluoroanilino)-N-(1-methylcyclopentyl)-[1,3]dioxolo[4,5-c]pyridine-4-carboxamide